C12CC(CC2O1)C(=O)OC methyl 6-oxabicyclo[3.1.0]hexane-3-carboxylate